3-((4-(piperidin-1-yl)-3-(1-(2,2,2-trifluoroethyl)-1H-indazole-3-carboxamido)benzamido)methyl)benzoic acid N1(CCCCC1)C1=C(C=C(C(=O)NCC=2C=C(C(=O)O)C=CC2)C=C1)NC(=O)C1=NN(C2=CC=CC=C12)CC(F)(F)F